O(C1=CC=CC=C1)C1=CC=C(C(=O)NCC(=O)N2[C@@H](CCC2)C(=O)O)C=C1 (S)-1-(2-(4-phenoxybenzamido)acetyl)pyrrolidine-2-carboxylic acid